bis[2,6-di-tert-butyl-4-methylphenoxy]tungsten dichloride C(C)(C)(C)C1=C(O[W](OC2=C(C=C(C=C2C(C)(C)C)C)C(C)(C)C)(Cl)Cl)C(=CC(=C1)C)C(C)(C)C